CN1CC2CN(CC2C1)C1=C(C=CC=C1)C 2-methyl-5-(o-tolyl)octahydropyrrolo[3,4-c]pyrrole